NC1=C(C(=O)[O-])C=CC=C1NC1COCC1(C)C amino-3-((4,4-dimethyltetrahydrofuran-3-yl)amino)benzoate